2-phenyl-hydroquinone C1(=CC=CC=C1)C1=C(O)C=CC(=C1)O